1,2-bis[4-aminophenyl]benzene NC1=CC=C(C=C1)C1=C(C=CC=C1)C1=CC=C(C=C1)N